BrC=1C=C2C=NN(C2=CC1)C1CCN(CC1)C 5-bromo-1-(1-methylpiperidin-4-yl)-1H-indazole